C(C)OC(C(C(=O)OCC)C(C(=O)C1=CC2=C(NC(N2C)=O)C(=C1)Cl)C)=O.FC1=NN(C(=C1)C(C)=O)[C@H](C)C1=CC=CC=C1 (R)-1-(3-fluoro-1-(1-phenylethyl)-1H-pyrazol-5-yl)ethan-1-one diethyl-2-(1-(7-chloro-3-methyl-2-oxo-2,3-dihydro-1H-benzo[d]imidazol-5-yl)-1-oxopropan-2-yl)malonate